methyl-tetrahydrophthalic acid monosodium salt [Na+].CC1(C(=O)[O-])C(C(=O)O)CCC=C1